(R,E)-3-(1-(4-(3H-[1,2,3]triazolo[4,5-b]pyridin-3-yl)-N-(1-(tert-butoxycarbonyl)piperidin-3-yl)-2-fluorobenzamido)isoquinolin-7-yl)acrylic acid N1=NN(C2=NC=CC=C21)C2=CC(=C(C(=O)N([C@H]1CN(CCC1)C(=O)OC(C)(C)C)C1=NC=CC3=CC=C(C=C13)/C=C/C(=O)O)C=C2)F